3-[3-(2,5-dichloropyrimidin-4-yl)phenyl]-1H-pyridin-2-one ClC1=NC=C(C(=N1)C=1C=C(C=CC1)C=1C(NC=CC1)=O)Cl